[CH-]1C=C2C(=C3C=CC(=N3)C(=C4C=CC(=N4)[C-](C5=NC(=C(C1=N2)C6=CC=CC=C6)C=C5)C7=CC=CC=C7)C8=CC=CC=C8)C9=CC=CC=C9.[Mg+2] Magnesium Tetraphenylporphyrin